eicosyl 4,7,8,12,14-pentachlorohexadecanoate ClC(CCC(=O)OCCCCCCCCCCCCCCCCCCCC)CCC(C(CCCC(CC(CC)Cl)Cl)Cl)Cl